C(#N)C1=C(C=CC(=C1)C(F)(F)F)N1CCC(CC1)(C(=O)N[C@H]1CN(C[C@@H]1O)C)C=1C=NC(=CC1)C=1N(C=CC1)C 1-[2-cyano-4-(trifluoromethyl)phenyl]-N-[(3s,4s)-4-hydroxy-1-methylpyrrolidin-3-yl]-4-[6-(1-methyl-1H-pyrrol-2-yl)pyridin-3-yl]piperidine-4-carboxamide